8-[(3R)-1-ethoxy-1-oxopentan-3-yl]-2,4-dihydro-1,3-benzoxazine-3-carboxylic acid tert-butyl ester C(C)(C)(C)OC(=O)N1COC2=C(C1)C=CC=C2[C@@H](CC(=O)OCC)CC